2-(1-ethyl-3-methyl-1H-pyrazol-5-yl)-8-(3-(methylamino)propoxy)-9H-pyrimido[4,5-b]indole-6-carboxamide C(C)N1N=C(C=C1C=1N=CC2=C(NC3=C(C=C(C=C23)C(=O)N)OCCCNC)N1)C